7-(2,5-difluorophenyl)-3-(2-methoxyethyl)-1-((3-(trifluoromethyl)phenyl)sulfonyl)-2,3-dihydroquinazolin-4(1H)-one FC1=C(C=C(C=C1)F)C1=CC=C2C(N(CN(C2=C1)S(=O)(=O)C1=CC(=CC=C1)C(F)(F)F)CCOC)=O